C1NCCC12CCC(CC2)C2=CC=C(C=C2)C=2C=1C(=C(SC1N1C(=NN=C1[C@@H](N2)CC=2OC=CN2)C)C)C 2-[[(9S)-7-[4-(2-azaspiro[4.5]decan-8-yl)phenyl]-4,5,13-trimethyl-3-thia-1,8,11,12-tetrazatricyclo[8.3.0.02,6]trideca-2(6),4,7,10,12-pentaen-9-yl]methyl]oxazole